C(C)(C)C1=C(C=CC=C1)C1CN(CCN1C1CC2(C1)CCNCC2)CC=2C=CC(=C(C2)C(C)=O)OC 1-(5-((3-(2-isopropylphenyl)-4-(7-azaspiro[3.5]nonan-2-yl)piperazin-1-yl)methyl)-2-methoxyphenyl)ethan-1-one